FC1=C(C=C(C=C1)NC(=O)NC1=CC(=CC=C1)F)C(=O)C=1C=C2N=C(C=NC2=CC1)N1CCCC1 1-(4-fluoro-3-(3-(pyrrolidin-1-yl)quinoxaline-6-carbonyl)phenyl)-3-(3-fluorophenyl)urea